5'-methyl-4-pentyl-3-(1H-pyrrol-2-yl)-1',2',3',4'-tetrahydro-[1,1'-biphenyl]-2,6-diol CC=1CCCC(C1)C=1C(=C(C(=CC1O)CCCCC)C=1NC=CC1)O